NC1=NN2C(C=C(C=C2)C=2C=NC(=C(C(=O)NC([2H])([2H])C3=C(C(=CC(=C3)F)F)OCC3CC3)C2)OC)=N1 5-(2-amino-[1,2,4]triazolo[1,5-a]pyridin-7-yl)-N-((2-(cyclopropylmethoxy)-3,5-difluorophenyl)methyl-d2)-2-methoxynicotinamide